CC1=NC(=CC(=N1)C1(C(C=2C=CC(=NC2CC1)C(C(=O)N)C1=CC=C(C=C1)S(=O)(=O)CC)=O)C)C (6-(2,6-dimethylpyrimidin-4-yl)-6-methyl-5-oxo-5,6,7,8-tetrahydroquinolin-2-yl)-2-(4-(ethylsulfonyl)phenyl)acetamide